1-(1-((1-fluorocyclobutyl)methyl)piperidin-4-yl)-1H-pyrazol FC1(CCC1)CN1CCC(CC1)N1N=CC=C1